1-tert-butyl (E)-3-[1-(2,6-dioxo-3-piperidyl)-3-methyl-2-oxo-benzimidazol-4-yl]prop-2-enoate O=C1NC(CCC1N1C(N(C2=C1C=CC=C2/C=C/C(=O)OC(C)(C)C)C)=O)=O